2,5-bis(trifluoromethyl)acetophenone CC(=O)C1=C(C=CC(=C1)C(F)(F)F)C(F)(F)F